NC1=C(C(=NC=C1C(=O)N)OC1=CC=C(C=C1)N1CCOCC1)C1=C(C(=CC=C1C)OC)C 4-amino-5-(3-methoxy-2,6-dimethylphenyl)-6-(4-morpholinophenoxy)nicotinamide